FC1=CC(=C(OC2=NC=C(C=C2C(=O)O)C(F)(F)F)C=C1)OC 2-(4-fluoro-2-methoxy-phenoxy)-5-(trifluoromethyl)pyridine-3-carboxylic acid